BC=1SC2=C(N1)C=CC=C2 boranyl-benzothiazole